tert-butyl 2-(2-aminothiazol-5-yl)-1,3,3a,4,6,6a-hexahydropyrrolo[3,4-c]pyrrole-5-carboxylate NC=1SC(=CN1)N1CC2CN(CC2C1)C(=O)OC(C)(C)C